C(C)OC1=NC(=NC=C1C(=O)NC=1C=C(C=2N(C1)C=C(N2)C)F)N2C[C@H](NCC2)C 4-ethoxy-N-{8-fluoro-2-methylimidazo[1,2-a]pyridin-6-yl}-2-[(3R)-3-methylpiperazin-1-yl]pyrimidine-5-carboxamide